4-(2-amino-5-(4-(1-methylpiperidin-4-yl)phenyl)-4-oxo-4,7-dihydro-3H-pyrrolo[2,3-d]pyrimidin-6-yl)-N,N-dimethylbenzenesulfonamide NC=1NC(C2=C(N1)NC(=C2C2=CC=C(C=C2)C2CCN(CC2)C)C2=CC=C(C=C2)S(=O)(=O)N(C)C)=O